OCCC[C@H](C)OC1=NC(=CC=C1S(=O)(=O)N1[C@@H](CCC1)C(=O)OC(C)(C)C)C tert-butyl ((2-(((S)-5-hydroxypentan-2-yl)oxy)-6-methylpyridin-3-yl)sulfonyl)-L-prolinate